N1=C(C=CC=C1)C=1SC(=CN1)C(=O)OCC ethyl 2-(2-pyridyl)thiazole-5-carboxylate